CN(C)CCCC(CC[Si](OCC)(OCC)C)N 3-(N,N-dimethylaminopropyl)-aminopropyl-methyl-diethoxysilane